1-((3-exo)-3-((4-((5-methyl-1H-pyrazol-3-yl)amino)thieno[2,3-d]pyrimidin-2-yl)amino)-9-azabicyclo[3.3.1]nonan-9-yl)-2-(methylamino)-ethan-1-one CC1=CC(=NN1)NC=1C2=C(N=C(N1)NC1CC3CCCC(C1)N3C(CNC)=O)SC=C2